FC1=C(C=C(C=C1)F)[C@H](C)NC1=C(C=C(C=C1)S(=O)(=O)NC=1N=CSC1)C(F)(F)F (S)-4-((1-(2,5-difluorophenyl)ethyl)amino)-N-(thiazol-4-yl)-3-(trifluoromethyl)benzenesulfonamide